(6S,9S)-8-(benzo[c][1,2,5]thiadiazole-4-ylmethyl)-N-benzyl-6-(4-hydroxybenzyl)-2,9-dimethyl-4,7-Dioxooctahydro-1H-pyrazino[2,1-c][1,2,4]triazine-1-carboxamide N=1SN=C2C1C=CC=C2CN2[C@H](C1N(N(CC(N1[C@H](C2=O)CC2=CC=C(C=C2)O)=O)C)C(=O)NCC2=CC=CC=C2)C